C(CCCCCCCCCCCCCCCCCCCCCCCCCCC)(=O)O.[Ca] calcium montanic acid